tert-butyl 3-fluoro-4-(1,1,2,2,3,3,4,4,4-nonafluorobutylsulfonyloxy)-3,6-dihydro-2H-pyridine-1-carboxylate FC1CN(CC=C1OS(=O)(=O)C(C(C(C(F)(F)F)(F)F)(F)F)(F)F)C(=O)OC(C)(C)C